2,9,9-trimethyl-9H-fluoren-3-amine CC1=CC=2C(C3=CC=CC=C3C2C=C1N)(C)C